ClC=1C=C(C=CC1F)N(C(=O)[C@H]1N(S(N(C1)C1=NC=CC=C1)(=O)=O)C1=NC(=CC(=C1)C(F)(F)F)C)C (S)-N-(3-Chloro-4-fluorophenyl)-N-methyl-2-(6-methyl-4-(trifluoromethyl)pyridin-2-yl)-5-(pyridin-2-yl)-1,2,5-thiadiazolidine-3-carboxamide 1,1-dioxide